C1(=CC=CC=C1)C=1NCOCN1 4-phenyl-3,6-dihydro-2H-1,3,5-oxadiazine